5-((5-(3-fluoro-4-(trifluoromethyl)phenyl)oxazol-2-yl)amino)-N',3-dihydroxypicolinimidamide FC=1C=C(C=CC1C(F)(F)F)C1=CN=C(O1)NC=1C=C(C(=NC1)C(N)=NO)O